C1(CC1)C=1C=C(C(=O)N=C2NCCN2)C=CC1 3-cyclopropyl-N-[imidazolidin-2-ylidene]benzamide